C(C)N1N=CC(=C1)NC=1N=C(C2=C(N1)NC=C2)OC2CN(CC21CC1)C(C=C)=O 1-(7-((2-((1-ethyl-1H-pyrazol-4-yl)amino)-7H-pyrrolo[2,3-d]pyrimidin-4-yl)oxy)-5-azaspiro[2.4]heptan-5-yl)prop-2-en-1-one